(2S)-2-(isochromane-1-carboxamido)-4-((2-phenoxyethyl)(4-(5,6,7,8-tetrahydro-1,8-naphthyridin-2-yl)butyl)amino)butanoic acid C1(OCCC2=CC=CC=C12)C(=O)N[C@H](C(=O)O)CCN(CCCCC1=NC=2NCCCC2C=C1)CCOC1=CC=CC=C1